N[C@H]1C[C@H](CC1)CC(=O)O (1S,3R)-(3-AMINOCYCLOPENTYL)-ACETIC ACID